7-(2-hydroxyethyl)-3,7-dihydro-4H-pyrrolo[2,3-d]pyrimidin-4-one OCCN1C=CC2=C1N=CNC2=O